2,2,4-trimethyl-N-phenethylpiperazine-1-carboxamide CC1(N(CCN(C1)C)C(=O)NCCC1=CC=CC=C1)C